FC(OC1=C(C(=NN1C)C(F)(F)F)CS(=O)C1=NOC(C1)(C)C)F 3-[(5-difluoromethoxy-1-methyl-3-trifluoromethylpyrazol-4-yl)methylsulfinyl]-4,5-dihydro-5,5-dimethylisoxazole